1,1'-Bis(diphenyl-phosphino)ferrocene n-butyl-4,4-di(t-amylperoxy)valerate C(CCC)OC(CCC(C)(OOC(C)(C)CC)OOC(C)(C)CC)=O.C1(=CC=CC=C1)P([C-]1C=CC=C1)C1=CC=CC=C1.[C-]1(C=CC=C1)P(C1=CC=CC=C1)C1=CC=CC=C1.[Fe+2]